[Mn+2].[Li+].P(=O)([O-])([O-])[O-].[Mn+2].FC(C=C)(C(C(F)(F)F)F)C(F)(F)F 3,4,5,5,5-pentafluoro-3-(trifluoromethyl)pent-1-ene manganese phosphate lithium manganese